7-((isopropylamino)methyl)-2,3-dimethyl-6,7,8,9-tetrahydro-1H-benzo[7]annulene-1,4(5H)-dione C(C)(C)NCC1CCC2=C(CC1)C(C(=C(C2=O)C)C)=O